FC=1C=C(C=CC1)C=1C(=NN(C1C(=O)O)C=1SC(=C(N1)C1=CC=C(C=C1)C(F)(F)F)CCC(=O)NC)C 4-(3-Fluorophenyl)-3-methyl-1-(5-(3-(methylamino)-3-oxopropyl)-4-(4-(trifluoromethyl)phenyl)thiazol-2-yl)-1H-pyrazole-5-carboxylic acid